2-((3-(2-Cyclohexylethoxy)-4-(4-methylpiperazin-1-yl)phenyl)amino)-5-ethynyl-8-methylpyrido[2,3-d]pyrimidin-7(8H)-one C1(CCCCC1)CCOC=1C=C(C=CC1N1CCN(CC1)C)NC=1N=CC2=C(N1)N(C(C=C2C#C)=O)C